NC1CC(CN(C1)C1C(CC(C1)C1=CC=C(C=C1)F)OC1=CC=C(C#N)C=C1)(F)F 4-[2-(5-amino-3,3-difluoro-1-piperidinyl)-4-(4-fluorophenyl)cyclopentyloxy]Benzonitrile